FC1(C(C1)C(=O)N1C[C@H]2[C@@H](C1)CN(C2)C2=NC(=NC=C2F)NC2=CC=C(C(=O)NCC)C=C2)F 4-((4-((3aR,6aS)-5-(2,2-difluorocyclopropane-1-carbonyl)hexahydropyrrolo[3,4-c]pyrrole-2(1H)-yl)-5-fluoropyrimidine-2-yl)amino)-N-ethylbenzamide